N1=C(C=CC=2CCNCC12)CO (5,6,7,8-tetrahydro-1,7-naphthyridin-2-yl)methanol